3-((5-hydroxypyridin-2-yl)methylene)-6-(3-(4-fluorobenzoyl)benzylidene)piperazine-2,5-dione OC=1C=CC(=NC1)C=C1C(NC(C(N1)=O)=CC1=CC(=CC=C1)C(C1=CC=C(C=C1)F)=O)=O